C(C=C)N1N(C2=NC(=NC=C2C1=O)NC1=CC=C(C=C1)N1CCC(CC1)N1N=C2C(=CC=CC2=C1)C(=O)N)C1=NC=CC=C1 2-[1-[4-[[2-allyl-3-oxo-1-(2-pyridyl)pyrazolo[3,4-d]pyrimidin-6-yl]amino]phenyl]-4-piperidyl]indazole-7-carboxamide